tert-butyl 6-(6-formylpyrazin-3-yl)-2,6-diazaspiro[3.4]octan-2-carboxylate C(=O)C1=CN=C(C=N1)N1CC2(CN(C2)C(=O)OC(C)(C)C)CC1